N-(3-(3-(6-bromo-7-(((S)-1-(ethylsulfonyl)pyrrolidine-3-yl)amino)-1H-imidazo[4,5-b]pyridine-2-yl)-2,5-dimethyl-1H-pyrrol-1-yl)-4-methylphenyl)-2-morpholinoacetamide BrC=1C(=C2C(=NC1)N=C(N2)C2=C(N(C(=C2)C)C=2C=C(C=CC2C)NC(CN2CCOCC2)=O)C)N[C@@H]2CN(CC2)S(=O)(=O)CC